(R)-(2-(3-(2-(4-(3-chlorophenyl)piperazin-1-yl)ethyl)-1-oxo-2-oxa-8-azaspiro[4.5]decan-8-yl)-1-oxobutan-2-yl)carbamic acid tert-butyl ester C(C)(C)(C)OC(N[C@](C=O)(CC)N1CCC2(CC(OC2=O)CCN2CCN(CC2)C2=CC(=CC=C2)Cl)CC1)=O